OC1=C(C(=CC(=C1C(=O)NS(=O)(=O)\C=C\C)CCCCC)O)C1=C(C=CC(=C1)C)C(=C)C (E)-2,6-dihydroxy-5'-methyl-4-pentyl-N-(prop-1-en-1-ylsulfonyl)-2'-(prop-1-en-2-yl)-[1,1-biphenyl]-3-carboxamide